CC(C1=CC=CC=C1)O alpha-methyl-benzyl alcohol